C(C(C)(C)C)(=O)OC1CN(CC=C1)CCC1=CC=CC=C1 1-phenethyl-1,2,3,6-tetrahydropyridin-3-yl pivalate